FC(S(=O)(=O)OC1=NN(C2=NN=C(C=C21)Cl)C)(F)F 5-chloro-1-methyl-1H-pyrazolo[3,4-c]pyridazin-3-yl trifluoromethanesulfonate